β-cyanoalanine methyl ester COC([C@@H](N)CC#N)=O